C(C1=CC=CC=C1)OC1=C(C(=C(C(=O)OCC)C(=C1)C=C)C)C ethyl 4-(benzyloxy)-2,3-dimethyl-6-vinylbenzoate